(1-tert-butoxycarbonyl-4-piperidyl)-trifluoro-boranuide C(C)(C)(C)OC(=O)N1CCC(CC1)[B-](F)(F)F